C(C)(C)(C)OC(=O)N1C=C(C2=CC(=CC=C12)CC=O)NC(C)=O 3-acetamido-5-(2-oxoethyl)indole-1-carboxylic acid tert-butyl ester